5-bromo-3-fluoro-1-N-methylbenzene-1,2-diamine BrC1=CC(=C(C(=C1)NC)N)F